2-[6-amino-5-[8-[2-[3-(3,3-difluoropyrrolidin-1-yl)prop-1-ynyl]-4-pyridyl]-3,8-diazabicyclo[3.2.1]octan-3-yl]pyridazin-3-yl]phenol NC1=C(C=C(N=N1)C1=C(C=CC=C1)O)N1CC2CCC(C1)N2C2=CC(=NC=C2)C#CCN2CC(CC2)(F)F